6-chloro-4-((6-fluoro-3-methoxy-4-(2-methyl-2H-1,2,3-triazol-4-yl)pyridin-2-yl)amino)-N-(methyl-d3)pyridazine-3-carboxamide ClC1=CC(=C(N=N1)C(=O)NC([2H])([2H])[2H])NC1=NC(=CC(=C1OC)C1=NN(N=C1)C)F